C(C)N(CCC[Si](OC)(OC)OC)CC N,N-diethyl-3-trimethoxysilylpropan-1-amine